CN1C(=NN=C1)S[C@@H](C)C1=CC(=CC=C1)[N+](=O)[O-] (S)-4-methyl-3-(1-(3-nitrophenyl)ethylthio)-4H-1,2,4-triazole